1H-benzimidazole-2-thiol N1C(=NC2=C1C=CC=C2)S